BrC=1C=NC(=NC1)C(=O)O 5-bromopyrimidine-2-carboxylic acid